tert-butyl 4-(5-chloro-2-(methoxycarbonyl)phenyl)-6-methylnicotinate ClC=1C=CC(=C(C1)C1=CC(=NC=C1C(=O)OC(C)(C)C)C)C(=O)OC